1-(1-(2-(2,6-dioxopiperidin-3-yl)-1,3-dioxoisoindolin-5-yl)piperidine-4-carbonyl)-4-methylpiperidine-4-carboxylic acid O=C1NC(CCC1N1C(C2=CC=C(C=C2C1=O)N1CCC(CC1)C(=O)N1CCC(CC1)(C(=O)O)C)=O)=O